[N+](=O)([O-])C=1C=C(C=CC1)/C=C/C(=O)NC1=CC(=CC=C1)C(F)(F)F (E)-3-(3-nitrophenyl)-N-(3-(trifluoromethyl)phenyl)acrylamide